P(=O)(O)(O)OC[C@@H]1[C@H](C[C@@H](O1)N1C=NC=2C(=O)NC(N)=NC12)O.ClC1=CC=C(C=C1)C(C(=O)N)NCC1=CC=C(C=C1)F (4-chlorophenyl)-2-((4-fluorobenzyl)amino)acetamide DEOXYGUANOSINE-MONOPHOSPHATE